tert-butyl (2-(((5-((4-(3-((2-((1S)-1-((tetrahydro-2H-pyran-2-yl)oxy)ethyl)-1H-imidazol-1-yl)methyl)isoxazol-5-yl)phenyl)ethynyl)pyridin-2-yl)methyl)amino)ethyl)carbamate O1C(CCCC1)O[C@@H](C)C=1N(C=CN1)CC1=NOC(=C1)C1=CC=C(C=C1)C#CC=1C=CC(=NC1)CNCCNC(OC(C)(C)C)=O